C(C)N1N=NC2=C1C=CC(=C2C)C(C(C(=O)[O-])(C)C)C2=NN(C(=C2)CO)C 3-(1-ethyl-4-methyl-1H-benzo[d][1,2,3]triazol-5-yl)-3-(5-(hydroxymethyl)-1-methyl-1H-pyrazol-3-yl)-2,2-dimethylpropanoate